3-bromo-1-(2-(4-(methoxycarbonyl)phenyl)-2-oxoethyl)-2-methylpyridin-1-ium bromide [Br-].BrC=1C(=[N+](C=CC1)CC(=O)C1=CC=C(C=C1)C(=O)OC)C